C(C)(C)(C)OC(=O)N[C@@H](C)C(=O)OC(CC)CC Pentan-3-yl (Tert-Butoxycarbonyl)Alaninate